4-(bromomethyl)benzene BrCC1=CC=CC=C1